[Cl-].C(C)OC(=O)C1=C(C(=CN1C)S(=O)(=O)N1C(CCCC1)C[NH3+])F (1-((5-(ethoxycarbonyl)-4-fluoro-1-methyl-1H-pyrrol-3-yl)sulfonyl)piperidin-2-yl)methylammonium chloride